(R)-2-(3-chloro-5-(4,4,5,5-tetramethyl-1,3,2-dioxaborolan-2-yl)phenyl)-piperazine-1-carboxylate ClC=1C=C(C=C(C1)B1OC(C(O1)(C)C)(C)C)[C@H]1N(CCNC1)C(=O)[O-]